N1=C(C(=CC=C1)C(=O)N1CCC(CC1)(C#N)CC1=C(C(=CC=C1)C(F)(F)F)F)C1=CC=NC=C1 1-([2,4'-bipyridine]-3-carbonyl)-4-(2-fluoro-3-(trifluoromethyl)benzyl)piperidine-4-carbonitrile